tert-butyl 4-fluoro-4-[[1-[6-[5-(1-methylcyclopropoxy)-2-(2-trimethylsilylethoxymethyl)indazol-3-yl]pyrimidin-4-yl]-4-piperidyl]methyl]piperidine-1-carboxylate FC1(CCN(CC1)C(=O)OC(C)(C)C)CC1CCN(CC1)C1=NC=NC(=C1)C=1N(N=C2C=CC(=CC12)OC1(CC1)C)COCC[Si](C)(C)C